ethyl 2-(4-aminophenyl)-2-methylpropionate NC1=CC=C(C=C1)C(C(=O)OCC)(C)C